(E)-(3-ethoxy-5,5-dimethyl-cyclohex-2-en-1-ylidene)-ethyl-oxonium C(C)OC1=CC(CC(C1)(C)C)=[O+]CC